FC1=CC=C(C=C1)N1C(=NC(=C(C1=O)C(=O)NC1=CC=C(C=C1)OC1=CC=NC2=CC(=CN=C12)OC)C)C 1-(4-Fluorophenyl)-N-[4-[(7-methoxy-1,5-naphthyridin-4-yl)oxy]phenyl]-2,4-dimethyl-6-oxopyrimidine-5-carboxamide